N1(CCC1)CC1=CC(=C(C=C1)S(=O)(N)=NC(NC1=C2CCCC2=CC=2CCCC12)=O)F 4-(azetidin-1-ylmethyl)-2-fluoro-N'-((1,2,3,5,6,7-hexahydro-s-indacen-4-yl)carbamoyl)benzenesulfonimidamide